CN1N=CC(=C1)\C=C\[N+](=O)[O-] (E)-1-methyl-4-(2-nitrovinyl)-1H-pyrazole